N-((1R,5S,6r)-3-oxabicyclo[3.1.0]hexan-6-yl)-4-methoxy-5-(pyrazolo[1,5-a]pyridin-5-yl)pyrrolo[2,1-f][1,2,4]triazin-2-amine [C@H]12COC[C@@H]2C1NC1=NN2C(C(=N1)OC)=C(C=C2)C2=CC=1N(C=C2)N=CC1